(S)-2-(((tert-Butyldimethylsilyl)oxy)methyl)azetidine-1-carboxylic acid benzyl ester C(C1=CC=CC=C1)OC(=O)N1[C@@H](CC1)CO[Si](C)(C)C(C)(C)C